(2S,3S)-1-(2-(3-cyclopropyl-5-isopropyl-2,4-dioxoimidazolidin-1-yl)-5,6-dihydrobenzo[f]imidazo[1,2-d][1,4]oxazepin-9-yl)-3-hydroxypyrrolidine-2-carboxamide C1(CC1)N1C(N(C(C1=O)C(C)C)C=1N=C2N(CCOC3=C2C=CC(=C3)N3[C@@H]([C@H](CC3)O)C(=O)N)C1)=O